C(C)(C)(C)OC(=O)N1CCN(CC1)C1=C(C=C(C=C1)[N+](=O)[O-])CCl 4-(2-(Chloromethyl)-4-nitrophenyl)piperazine-1-carboxylic acid tert-butyl ester